8-((R)-1-((2-((R)-3-((tert-butyldimethylsilyl)oxy)piperidin-1-yl)-4-fluorophenyl)amino)ethyl)-3,6-dimethyl-2-(tetrahydro-2H-pyran-4-yl)quinazolin-4(3H)-one [Si](C)(C)(C(C)(C)C)O[C@H]1CN(CCC1)C1=C(C=CC(=C1)F)N[C@H](C)C=1C=C(C=C2C(N(C(=NC12)C1CCOCC1)C)=O)C